dithiobis(1-azidobenzene) N(=[N+]=[N-])C1=C(C=CC=C1)SSC1=C(C=CC=C1)N=[N+]=[N-]